tert-butyl ((3R)-1-(2-((4-chloropyridazin-3-yl)oxy)-4-(4-fluorophenyl)cyclopentyl)piperidin-3-yl)carbamate ClC1=C(N=NC=C1)OC1C(CC(C1)C1=CC=C(C=C1)F)N1C[C@@H](CCC1)NC(OC(C)(C)C)=O